N-(4-Chlorobenzyl)-1-methyl-1,2-dihydro-3H-benzo[e]indole-3-carboximidamide hydrochloride Cl.ClC1=CC=C(CNC(=N)N2CC(C=3C4=C(C=CC23)C=CC=C4)C)C=C1